tert-butyl ((1R,3S)-3-((4-(4,4,5,5-tetramethyl-1,3,2-dioxaborolan-2-yl)pyridin-2-yl)carbamoyl)cyclohexyl)carbamate CC1(OB(OC1(C)C)C1=CC(=NC=C1)NC(=O)[C@@H]1C[C@@H](CCC1)NC(OC(C)(C)C)=O)C